2-({3-Chloro-2-[(4-chloro-1-benzofuran-7-yl)methoxy]-5,6,7,8-tetrahydro-1,7-naphthyridin-7-yl}methyl)-1-{[(2S)-oxetan-2-yl]methyl}-1H-1,3-benzodiazole-6-carboxylic acid ClC=1C(=NC=2CN(CCC2C1)CC1=NC2=C(N1C[C@H]1OCC1)C=C(C=C2)C(=O)O)OCC2=CC=C(C=1C=COC12)Cl